FC(CN1C(=NC=2C1=NC(=CC2)C=2C=CN1N=C(N=CC12)N[C@@H]1[C@H](CN(CC1)C1COC1)F)C)F 5-(3-(2,2-difluoroethyl)-2-methyl-3H-imidazo[4,5-b]pyridin-5-yl)-N-((3S,4S)-3-fluoro-1-(oxetan-3-yl)piperidin-4-yl)pyrrolo[2,1-f][1,2,4]triazin-2-amine